6-(5-(4-((1-acetylpiperidin-4-yl)oxy)-3-((dimethylamino)methyl)phenyl)-2-amino-6-fluoropyridin-3-yl)-7-fluoro-3,4-dihydroisoquinolin-1(2H)-one C(C)(=O)N1CCC(CC1)OC1=C(C=C(C=C1)C=1C=C(C(=NC1F)N)C=1C=C2CCNC(C2=CC1F)=O)CN(C)C